ClC1=NC=C(C(=O)NCC2=CC=C(C=C2)[C@@H]2CNCCO2)C=C1 (R)-6-chloro-N-(4-(morpholin-2-yl)benzyl)nicotinamide